CC1(C=CCCC1)C1=CC(=CC=C1)OC1=CC=CC=C1 2-methyl-2-(3-phenoxyphenyl)cyclohexaneN